OC1(C(NC2=CC=CC=C12)=O)CC(C1=CC(=CC=C1)C(F)(F)F)=O 3-hydroxy-3-(2-oxo-2-(3-(trifluoromethyl)phenyl)ethyl)indol-2-one